di-tert-butyl ((4R)-2-fluoro-5-(7-oxo-7,8-dihydrobenzo[5,6]azepino[3,4-b]indol-6(5H)-yl)pentane-1,4-diyl)dicarbamate FC(CNC(OC(C)(C)C)=O)C[C@H](CN1C(C=2NC=3C=CC=CC3C2C2=C(C1)C=CC=C2)=O)NC(OC(C)(C)C)=O